tert-butyl (2,2-difluoro-4-hydroxybutyl)carbamate FC(CNC(OC(C)(C)C)=O)(CCO)F